(4aR,8aS)-6-[3-(R or S)-[1-(2-Chloro-4-fluoro-phenyl)ethoxy]azetidine-1-carbonyl]-4,4a,5,7,8,8a-hexahydropyrido[4,3-b][1,4]oxazin-3-one ClC1=C(C=CC(=C1)F)[C@@H](C)OC1CN(C1)C(=O)N1C[C@@H]2[C@@H](OCC(N2)=O)CC1 |o1:8|